C(C)OC(=O)C=1C=C(C(=C2C=NNC12)C)OC 5-methoxy-4-methyl-1H-indazole-7-carboxylic acid ethyl ester